6-(5-{[3-(4-fluorophenoxy)propyl]carbamoyl}-6-methoxypyridin-3-yl)-N-methyl-1H-indazole-3-carboxamide FC1=CC=C(OCCCNC(=O)C=2C=C(C=NC2OC)C2=CC=C3C(=NNC3=C2)C(=O)NC)C=C1